[Al].FC1=CC(=CC=C1)F.FC1=CC(=CC=C1)F.FC1=CC(=CC=C1)F tris(2,6-difluorobenzene) aluminum